BrC1=C(C(=CC(=C1)F)Cl)C1(CC1)C1=NOC(=N1)C1=CC(=NN1CC(=O)N)C(F)F 2-(5-(3-(1-(2-bromo-6-chloro-4-fluorophenyl)cyclopropyl)-1,2,4-oxadiazol-5-yl)-3-(difluoromethyl)-1H-pyrazol-1-yl)acetamide